OC=1C=C(C=CC1)C=1C2=CC=C(N2)C(=C2C=CC(C(=C3C=CC(=C(C=4C=CC1N4)C4=CC(=CC=C4)O)N3)C3=CC(=CC=C3)O)=N2)C2=C(C(=C(C(=C2F)F)OCC2OC(OC2)C2=CC=C(C=C2)OCC=C)F)F (±)-5,10,15-Tris(3-hydroxyphenyl)-20-[4-((2-(4-(allyloxy)phenyl)-1,3-dioxolan-4-yl)methoxy)tetrafluorophenyl]porphyrin